tert-butyl (S)-2-cyanopyrrolidine-1-carboxylate C(#N)[C@H]1N(CCC1)C(=O)OC(C)(C)C